2,3-diketo-indole O=C1NC2=CC=CC=C2C1=O